N1=C2C=3N=C(C(=NC3C3=C(C2=NC(=C1C(=O)O)C(=O)O)N=C(C(=N3)C(=O)O)C(=O)O)C(=O)O)C(=O)O 1,4,5,8,9,12-hexaazabenzophenanthrene-2,3,6,7,10,11-hexacarboxylic acid